8-[6-(3-methyl-1,2,4-oxadiazol-5-yl)-6-azabicyclo[3.2.1]oct-3-yl]-2,8-diazaspiro[4.5]decan-3-one CC1=NOC(=N1)N1C2CC(CC(C1)C2)N2CCC1(CC(NC1)=O)CC2